(3-(2-hydroxyethoxy)benzyl)-N5-((1S,2S)-2-(hydroxymethyl)cyclopropyl)-N3-methyl-2-oxo-1,2-dihydropyridine-3,5-dicarboxamide OCCOC=1C=C(CN2C(C(=CC(=C2)C(=O)N[C@@H]2[C@H](C2)CO)C(=O)NC)=O)C=CC1